4-cyano-1,1'-biphenyl C(#N)C1=CC=C(C=C1)C1=CC=CC=C1